N1C(N=CN=C1)=O 1,3,5-triazin-2-one